tert-Butyl 4-((7-(1-benzylpiperidin-3-yl)-2-methylpyrazolo[1,5-a]pyrimidin-3-yl)methyl)piperazine-1-carboxylate C(C1=CC=CC=C1)N1CC(CCC1)C1=CC=NC=2N1N=C(C2CN2CCN(CC2)C(=O)OC(C)(C)C)C